NC1NC(CC(C1)N)CN(C1=CC=C(C2=CC=CC=C12)C(=O)N[C@@H](CCC(=O)O)C(=O)O)C N-[[4-[[(2,4-diamino-6-piperidinyl)methyl]methylamino]-1-naphthalenyl]carbonyl]L-glutamic acid